7-vinyl-1H-indazol-3-amine C(=C)C=1C=CC=C2C(=NNC12)N